methyltrimethyl-siloxysilane C[SiH2]O[Si](C)(C)C